7-chloro-6-methoxy-3-(2-(4-(trifluoromethoxy)phenyl)thiazol-4-yl)-3,4-dihydroacridine-1,9(2H,10H)-dione ClC1=C(C=C2NC=3CC(CC(C3C(C2=C1)=O)=O)C=1N=C(SC1)C1=CC=C(C=C1)OC(F)(F)F)OC